1-(2-Fluoro-5-((6-fluoro-4-(methylthio)-1-tosyl-1H-indol-5-yl)oxy)phenyl)ethan-1-one FC1=C(C=C(C=C1)OC=1C(=C2C=CN(C2=CC1F)S(=O)(=O)C1=CC=C(C)C=C1)SC)C(C)=O